3-(N-allylamino)propyl-trimethoxysilane titanium [Ti].C(C=C)NCCC[Si](OC)(OC)OC